methyl 4-formyl-3-fluorobenzoate C(=O)C1=C(C=C(C(=O)OC)C=C1)F